3-(4-(N,N-dimethylsulfamoyl)phenyl)-7-isopropyl-1H-indole-2-carboxylic acid methyl ester COC(=O)C=1NC2=C(C=CC=C2C1C1=CC=C(C=C1)S(N(C)C)(=O)=O)C(C)C